CC(C=O)CC1=CC=C(C=C1)C 2-methyl-3-(p-methylphenyl)propanal